C(C)(C)(C)OC(=O)N1C2CC2N(CC1)C1=NC=2N(C=C1)N=CC2Br 5-(3-Bromopyrazolo[1,5-a]pyrimidin-5-yl)-2,5-diazabicyclo[4.1.0]heptane-2-carboxylic acid tert-butyl ester